(±)-trans-4-phenyl-N-[3-(pyridin-4-yloxy)phenyl]pyrrolidine-3-carboxamide C1(=CC=CC=C1)[C@H]1[C@@H](CNC1)C(=O)NC1=CC(=CC=C1)OC1=CC=NC=C1 |r|